1'-((7-cyclopropyl-6-oxo-5,6-dihydro-1,5-naphthyridin-3-yl)methyl)-1',2',3',6'-tetrahydro-[2,4'-bipyridine]-5-carbonitrile C1(CC1)C=1C(NC=2C=C(C=NC2C1)CN1CCC(=CC1)C1=NC=C(C=C1)C#N)=O